CC([C@H]([C@H]([C@H](C=S)O)O)O)O 5-methylthioribose